3-fluoro-4-[1-(pyridin-3-ylmethyl)benzimidazol-2-yl]-1,2,5-thiadiazole FC1=NSN=C1C1=NC2=C(N1CC=1C=NC=CC1)C=CC=C2